N12C(=O)N=C(NCC2)C=C1 N1,N4-ethanocytosine